((3-methyl-isoxazolo[5,4-d]pyrimidine-4-yl)amino)ethanol CC1=NOC2=NC=NC(=C21)NC(C)O